(methyl)aminomethylmethylamine CNCNC